ClC=1C=C(C=C(C1)F)C(CO)C=1N=C(OC1)C(=O)N (1-(3-chloro-5-fluorophenyl)-2-hydroxyethyl)oxazole-2-carboxamide